C(#N)C=1C(=NC(=C(C1CC)C#N)N1CCC(CC1)=O)SC(C(=O)N)C1=CC=C(C=C1)F 2-((3,5-dicyano-4-ethyl-6-(4-oxopiperidin-1-yl)pyridin-2-yl)sulfanyl)-2-(4-fluorophenyl)acetamide